4-(1-(2-Chloro-4-((methylamino)methyl)phenyl)-1H-pyrazol-4-yl)-2-(((3R,4S)-3-fluoro-1-(propylsulfonyl)piperidin-4-yl)amino)pyrimidine-5-carbonitrile ClC1=C(C=CC(=C1)CNC)N1N=CC(=C1)C1=NC(=NC=C1C#N)N[C@@H]1[C@@H](CN(CC1)S(=O)(=O)CCC)F